(3S)-3-ethylpyrrolidin-1-amine C(C)[C@@H]1CN(CC1)N